N1=CN=C(C2=C1NC=C2)C=2C=CC(=NC2)N2CC1N(C(C2)C1)CC=1C=C(C#N)C=CC1 3-((3-(5-(7H-pyrrolo[2,3-d]pyrimidin-4-yl)pyridin-2-yl)-3,6-diazabicyclo[3.1.1]heptane-6-yl)methyl)benzonitrile